tert-Butyl 4-(4-(4-(5-methyl-7H-pyrrolo[2,3-d]pyrimidin-4-yl)-3,4-dihydro-2H-1,4-thiazin-6-yl)-2H-1,2,3-triazol-2-yl)piperidine-1-carboxylate CC1=CNC=2N=CN=C(C21)N2CCSC(=C2)C2=NN(N=C2)C2CCN(CC2)C(=O)OC(C)(C)C